N'-acetyl-4-amino-1-methyl-N'-phenyl-N-((5-(trifluoromethyl)pyridin-2-yl)methyl)-1H-pyrazolo[4,3-c]quinoline-8-carbohydrazide C(C)(=O)N(N(C(=O)C1=CC=2C3=C(C(=NC2C=C1)N)C=NN3C)CC3=NC=C(C=C3)C(F)(F)F)C3=CC=CC=C3